(S)-(naphthalen-1-yl)(pyridin-2-yl)methanol C1(=CC=CC2=CC=CC=C12)[C@H](O)C1=NC=CC=C1